tert-butyl 3-amino-5'-bromo-4'-chlorospiro[cyclopentane-1,3'-pyrrolo[2,3-b]pyridine]-1'(2'H)-carboxylate NC1CC2(CN(C3=NC=C(C(=C32)Cl)Br)C(=O)OC(C)(C)C)CC1